4-chloro-3'-methoxy-2-methyl-[1,1'-biphenyl] ClC1=CC(=C(C=C1)C1=CC(=CC=C1)OC)C